COC(=O)[C@@]12CNC[C@H]2C1(C)C (1R,2S,5S)-6,6-dimethyl-3-azabicyclo[3.1.0]hexane-carboxylic acid methyl ester